6-(2-hydroxy-2-methylpropyloxy)-4-(6-(1-((6-methoxypyridin-3-yl)methyl)-2,5-dihydro-1H-pyrrol-3-yl)pyridin-3-yl)pyrazolo[1,5-a]pyridine-3-carbonitrile OC(COC=1C=C(C=2N(C1)N=CC2C#N)C=2C=NC(=CC2)C=2CN(CC2)CC=2C=NC(=CC2)OC)(C)C